CC(=O)N[C@@H]1[C@H]([C@@H]([C@H](O[C@H]1O)CO)O[C@H]2[C@@H]([C@H]([C@@H]([C@H](O2)CO)O[C@H]3[C@@H]([C@H]([C@@H]([C@H](O3)CO)O)O)NC(=O)C)O)NC(=O)C)O The molecule is a linear amino trisaccharide consisting of three N-acetyl-beta-D-glucosamine residues linked (1->4). It has a role as an epitope. It is an amino trisaccharide and a glucosamine oligosaccharide.